1-(3-((3-benzyl-4-methyl-2-oxo-2H-chromen-7-yl)oxy)-2-(2-fluorophenoxy)propyl)piperidine-4-carboxamide C(C1=CC=CC=C1)C=1C(OC2=CC(=CC=C2C1C)OCC(CN1CCC(CC1)C(=O)N)OC1=C(C=CC=C1)F)=O